(S)-2-((S)-3-((3,3-difluoropropyl)(5-(5,6,7,8-tetrahydro-1,8-naphthyridin-2-yl)pentyl)amino)pyrrolidin-1-yl)-2-(3-fluoro-5-isopropyl-2-methoxyphenyl)acetic acid FC(CCN([C@@H]1CN(CC1)[C@H](C(=O)O)C1=C(C(=CC(=C1)C(C)C)F)OC)CCCCCC1=NC=2NCCCC2C=C1)F